ClC1=CC=C(C=C1)C=1C=C(C(=O)NC(C)CCO)C=CC1OC (E)-3-(4-Chlorophenyl)-N-(4-hydroxybut-2-yl)-4-methoxybenzamide